N-(3-(chloromethyl)phenyl)-2-(2-bromophenyl)acetamide ClCC=1C=C(C=CC1)NC(CC1=C(C=CC=C1)Br)=O